1,3-dimethyl-imidazole iodine salt [I].CN1CN(C=C1)C